Cl.C1(CC1)CNC1CCC(CC1)N(C1=C2CN(C(C2=CC=C1)=O)C1C(NC(CC1)=O)=O)CCCCC 3-(4-(((1R,4R)-4-((cyclopropylmethyl)amino)cyclohexyl)(pentyl)amino)-1-oxoisoindolin-2-yl)piperidine-2,6-dione hydrochloride